OC=1C=CC=C2C(N(C(NC12)=O)CC#C)=O 8-hydroxy-3-(prop-2-ynyl)-1,2,3,4-tetrahydroquinazoline-2,4-dione